2-butyl-3-((5'-(4-methylpyridin-2-yl)-2'-(2H-tetrazol-5-yl)-[1,1'-biphenyl]-4-yl)methyl)-8-oxa-1,3-diazaspiro[4.5]dec-1-en-4-one C(CCC)C1=NC2(C(N1CC1=CC=C(C=C1)C1=C(C=CC(=C1)C1=NC=CC(=C1)C)C=1N=NNN1)=O)CCOCC2